BrC=1C=C(C=C(C1)Br)NC1=NSC2=C1C=CC=C2 N-(3,5-dibromophenyl)benzo[d]isothiazol-3-amine